C(C)(=O)ON1C(CNCC1)(C=1C(=C2C(NC(C2=CC1)=O)=O)C1C(NC(CN1)=O)=O)C(C)(C)C (tert-butyl 2-(4-(2,6-dioxopiperazin-3-yl)-1,3-dioxoisoindol-5-yl) piperazin-1-yl) acetate